Cl.N[C@H](C(=O)NC=1C=NN(C1)C(C)C1=CC(=NNC1=O)Cl)C1CCC(CC1)C (2S)-2-amino-N-[1-[1-(3-chloro-6-oxo-1H-pyridazin-5-yl)ethyl]pyrazol-4-yl]-2-(4-methylcyclohexyl)acetamide, hydrochloride